Bis(4-hydroxy-3,5-dimethylphenyl)phenylmethane OC1=C(C=C(C=C1C)C(C1=CC=CC=C1)C1=CC(=C(C(=C1)C)O)C)C